C(C1=CC=CC=C1)OC1=C(C(=C(C(=O)O)C(=C1C=C)C)O)C 4-(benzyloxy)-2-hydroxy-3,6-dimethyl-5-vinylbenzoic acid